5-(2-chloro-5-(isobutyrylaminomethyl)benzoylamino)-1-(methoxymethyl)-1H-indole-2-carboxylic acid ClC1=C(C(=O)NC=2C=C3C=C(N(C3=CC2)COC)C(=O)O)C=C(C=C1)CNC(C(C)C)=O